3-phenanthroxysulfonyl fluoride C1=CC(=CC=2C3=CC=CC=C3C=CC12)OS(=O)(=O)F